4-aminoboccyclohexanone NC1CC(C(CC1)=O)C(=O)OC(C)(C)C